4-((4-hydroxy-2-methyl-1,3-benzodiazol-1-yl)methyl)phenylboronic acid OC1=CC=CC=2N(C(=NC21)C)CC2=CC=C(C=C2)B(O)O